C1(CC1)COC1=C(C=C(C=C1)S(=O)(=O)C)C1=CN(C(C2=C1N=CN=C2)=O)C 8-[2-(cyclopropylmethoxy)-5-methylsulfonylphenyl]-6-methylpyrido[4,3-d]pyrimidin-5-one